8-(5-chloro-3-fluoropyridin-2-yl)-5-(4-chlorobenzyl)-N,N-dimethyl-6,9-dioxo-5,8-diazaspiro[3.5]nonane-2-carboxamide ClC=1C=C(C(=NC1)N1CC(N(C2(CC(C2)C(=O)N(C)C)C1=O)CC1=CC=C(C=C1)Cl)=O)F